NC1(CCN(CC1)C1=NC=C(C=C1)C=1C=2N(C=C(C1)OCC)N=C1C2C=NN1)C(=O)OCC Ethyl 4-amino-1-(5-(6-ethoxy-1H-pyrazolo[3',4':3,4]pyrazolo[1,5-a]pyridin-4-yl) Pyridin-2-yl)piperidine-4-carboxylate